(2S,3S,4R,5R)-5-(6-(benzylamino)-2-(4-methylpyridin-3-yl)-9H-purin-9-yl)-3,4-dihydroxyl-N-methyltetrahydrofuran-2-carboxamide C(C1=CC=CC=C1)NC1=C2N=CN(C2=NC(=N1)C=1C=NC=CC1C)[C@H]1[C@@H]([C@@H]([C@H](O1)C(=O)NC)O)O